ClC1=CC(=C(C=C1)B1OC(C(O1)(C)C)(C)C)S(=O)(=O)C 2-(4-chloro-2-methylsulfonyl-phenyl)-4,4,5,5-tetramethyl-1,3,2-dioxaborolan